COC1=C(C(=C(C=C1C)NS(=O)(=O)C1=CC=C(C=C1)C)N1C2=CC=CC=C2C=2C=C(C=C(C12)OC)C)C N-(4-methoxy-2-(1-methoxy-3-methyl-9H-carbazol-9-yl)-3,5-dimethylphenyl)-4-methylbenzenesulfonamide